6-chloro-5-cyano-4-[[3-[(3R)-3-hydroxybutyl]-1-methyl-2-oxo-benzoimidazol-5-yl]amino]-N-methyl-pyridine-2-carboxamide ClC1=C(C(=CC(=N1)C(=O)NC)NC1=CC2=C(N(C(N2CC[C@@H](C)O)=O)C)C=C1)C#N